2-(((tert-butyldimethylsilyl)oxy)methyl)-6-cyclopropyl-8-(methylsulfonyl)-imidazo[1,2-a]pyridine [Si](C)(C)(C(C)(C)C)OCC=1N=C2N(C=C(C=C2S(=O)(=O)C)C2CC2)C1